C(C)(C)(C)OC(=O)N1CC(C(CC1)C1=C(C=C(C(=C1)Cl)Cl)OC)O 4-(4,5-dichloro-2-methoxyphenyl)-3-hydroxypiperidine-1-carboxylic acid tert-butyl ester